C(C)(C)C(C(=O)[O-])(C(C(=O)[O-])C(C)C)C#N 2,3-diisopropyl-2-cyanosuccinate